(E)-3-(4-((2-(aminomethyl)-3-fluoroallyl)oxy)benzyl)-2-thioxo-1,2,3,7-tetrahydro-6H-purin-6-one hydrochloride Cl.NC/C(/COC1=CC=C(CN2C(NC(C=3NC=NC23)=O)=S)C=C1)=C\F